ClC1=CC=C2C=CC=NC2=C1NS(=O)(=O)C1=NC=CN=C1N(C)C N-(7-chloro-8-quinolinyl)-3-(dimethylamino)pyrazine-2-sulfonamide